4-(1'-acetyl-1',2',3',6'-tetrahydro-[3,4'-bipyridin]-6-yl)-4-hydroxycyclohexan-1-one C(C)(=O)N1CCC(=CC1)C=1C=NC(=CC1)C1(CCC(CC1)=O)O